ClC1=C(C(=O)NC2=C3C=NN(C3=CC=C2)CC)C(=CC=C1CNC(C(C)(C)C)=O)Cl 2,6-Dichloro-3-{[(2,2-dimethylpropionyl)amino]methyl}-N-(1-ethyl-1H-indazol-4-yl)benzamide